Cl.C(C1=CC=CC=C1)OC(=O)N1CC(NCC1)CC(=O)OC 3-Methoxycarbonylmethyl-piperazine-1-carboxylic acid benzyl ester hydrochloride